FC(S(=O)(=O)[O-])(F)F.C[N+](C)(C)CC1=CC=C(C=C1)F N,N,N-trimethyl-(4-fluorobenzyl)ammonium trifluoromethanesulfonate